4,5,7-trifluoro-N-(4-fluorophenethyl)-N-(prop-2-yn-1-yl)benzo[d]-thiazol-2-amine FC1=C(C=C(C2=C1N=C(S2)N(CC#C)CCC2=CC=C(C=C2)F)F)F